C(C)S(=O)(=O)NC1=CC(=C(C(=O)O)C=C1)N1CCC2(CC2)CC1 4-(ethylsulfonylamino)-2-(6-azaspiro[2.5]octan-6-yl)benzoic acid